tert-butyl N-methyl-N-[2-[2-(4,4,5,5-tetramethyl-1,3,2-dioxaborolan-2-yl)phenoxy]ethyl]carbamate CN(C(OC(C)(C)C)=O)CCOC1=C(C=CC=C1)B1OC(C(O1)(C)C)(C)C